BrC(=CC(C1=CC=C(C=C1)OC)C=1C(=C(C(=CC1)C(C)(C)C)O)C(C)(C)C)C1=CC=C(C=C1)OC (3-bromo-1,3-bis(4-methoxyphenyl)allyl)-2,6-di-tert-butyl-phenol